1,3-bis(maleimido)propaneN C1(C=CC(N1C=CCN1C(C=CC1=O)=O)=O)=O